1-[5-(3-methyltriazol-4-yl)-3-pyridyl]-6-oxo-pyridazine-3-carboxylic acid CN1N=NC=C1C=1C=C(C=NC1)N1N=C(C=CC1=O)C(=O)O